4-(4-(6-(((1S,2S,3R,5R)-2-fluoro-1-methyl-8-azabicyclo[3.2.1]octan-3-yl)oxy)pyridazin-3-yl)-3-hydroxyphenyl)-1-methyl-1,3,5-triazin-2(1H)-one F[C@H]1[C@@]2(CC[C@H](C[C@H]1OC1=CC=C(N=N1)C1=C(C=C(C=C1)C1=NC(N(C=N1)C)=O)O)N2)C